NC1=NC=NN2C1=C(C=C2C=2C=C(C=NC2)C(=O)NC=2C=NN(C2)CC2=CC=CC=C2)C(F)(F)F 5-[4-amino-5-(trifluoromethyl)pyrrolo[2,1-f][1,2,4]triazin-7-yl]-N-(1-benzyl-1H-pyrazol-4-yl)pyridine-3-carboxamide